FC=1C=C(CC=2C=C3C(=NNC3=CC2)NC(C2=C(C=C(C=C2)N2CCN(CC2)CCCCC=2C=CC=C3C(=NN(C23)C)C2C(NC(CC2)=O)=O)NC2CCOCC2)=O)C=C(C1)F N-(5-(3,5-difluorobenzyl)-1H-indazol-3-yl)-4-(4-(4-(3-(2,6-dioxopiperidin-3-yl)-1-methyl-1H-indazol-7-yl)butyl)piperazin-1-yl)-2-((tetrahydro-2H-pyran-4-yl)amino)benzamide